2-((3R,4S)-3-Amino-4-fluoropiperidin-1-yl)-1-((5-chloropyrimidin-2-yl)methyl)-1H-benzo[d]imidazol-5-carbonitril N[C@@H]1CN(CC[C@@H]1F)C1=NC2=C(N1CC1=NC=C(C=N1)Cl)C=CC(=C2)C#N